BrC1=C(C(=CC=C1)Cl)NC(=O)C=1C(=NC(=NC1)NC1=CC(=C(C=C1)[C@@H]1CN(CCC1)C)C)OC |r| Racemic-N-(2-bromo-6-chlorophenyl)-4-methoxy-2-((3-methyl-4-(1-methylpiperidin-3-yl)phenyl)amino)pyrimidine-5-carboxamide